NC1=C(C=CC=C1)C(C)NCC(=O)OC methyl 2-{[1-(2-aminophenyl)ethyl]amino}acetate